9-chloro-2,2-dimethylnonanoic acid methyl ester COC(C(CCCCCCCCl)(C)C)=O